(1R,2S,5S)-N-(cyano(phthalazin-1-yl)methyl)-3-((S)-4-hydroxy-3,3-dimethyl-2-(2,2,2-trifluoroacetamido)butanoyl)-6,6-dimethyl-3-azabicyclo[3.1.0]hexane-2-carboxamide C(#N)C(NC(=O)[C@@H]1[C@H]2C([C@H]2CN1C([C@H](C(CO)(C)C)NC(C(F)(F)F)=O)=O)(C)C)C1=NN=CC2=CC=CC=C12